ClC=1C=CC(=C(C1)NC=1C=C2CN(CC2=CC1)C)[N+](=O)[O-] 5-((5-chloro-2-nitrophenyl)amino)-2-methylisoindoline